ClC=1C=C(C=CC1Cl)CC(=O)N1CCCC2=CC=C(C=C12)NS(=O)(=O)C1=CC2=C(OCCO2)C=C1 N-(1-(2-(3,4-dichlorophenyl)acetyl)-1,2,3,4-tetrahydroquinolin-7-yl)-2,3-dihydrobenzo[b][1,4]dioxin-6-sulfonamide